C(CCCCCCCCCCCCCCCCC)OC(CCC1=CC(=C(C(=C1)C(C)(C)C)O)C(C)(C)C)=O Octadecyl-3-(3,5-di-tert-butyl-4-hydroxyphenyl)-propionate